C1C(CC2=CC=CC=C12)NC(=O)C=1C=2N(N=CC1)C(=C(N2)COC)C(=O)N N8-indan-2-yl-2-(methoxymethyl)imidazo[1,2-b]pyridazine-3,8-dicarboxamide